(2S)-2-[(3-hydroxy-4-methoxy-pyridine-2-carbonyl)amino]propionic acid [rac-2-(3,5-dichloro-2-pyridinyl)-1-methyl-propyl] ester ClC=1C(=NC=C(C1)Cl)C(C(C)OC([C@H](C)NC(=O)C1=NC=CC(=C1O)OC)=O)C